The molecule is a UDP-amino sugar consisting of UDP-D-glucosamine having a (3R)-3-hydroxytetradecanoyl group attached at the 3-position of the glucosamine ring. It is a conjugate acid of an UDP-3-O-[(3R)-3-hydroxytetradecanoyl]-D-glucosamine(1-). CCCCCCCCCCC[C@H](CC(=O)O[C@H]1[C@@H]([C@H](OC([C@@H]1N)OP(=O)(O)OP(=O)(O)OC[C@@H]2[C@H]([C@H]([C@@H](O2)N3C=CC(=O)NC3=O)O)O)CO)O)O